O=C1N(CC2=C1N(C=1N(C2=O)N=CC1)CC(=O)OCC)C(C)C ethyl [5,8-dioxo-6-(propan-2-yl)-5,6,7,8-tetrahydro-4H-pyrazolo[1,5-a]pyrrolo[3,4-d]pyrimidin-4-yl]acetate